C(CCCCCCC)C(CN1C(C2=CN(C(C2=C1)=O)CC(CCCCCCCCCC)CCCCCCCC)=O)CCCCCCCCCC 2,5-bis(2-octyldodecyl)pyrrolo[3,4-c]pyrrol-1,4(2H,5H)-dione